(S)-3-Chloro-4-fluoro-N-(1-(4-methoxypiperidin-1-yl)-3-methylbutan-2-yl)-N-methylbenzamide ClC=1C=C(C(=O)N(C)[C@H](CN2CCC(CC2)OC)C(C)C)C=CC1F